(1s,19s)-3-fluoro-8,18-dioxa-12-azatetracyclo[17.2.2.02,7.012,16]tricosa-2(7),3,5-triene-11,15-dione FC=1C=2C3CCC(OCC4C(CCN4C(CCOC2C=CC1)=O)=O)CC3